N[C@H]1CN(CCC1)C(=O)C1=NN(C(=C1)C1=CC(=C(C#N)C=C1)F)C1=C(C=C(C=C1)C(C)C)F (R)-4-(3-(3-aminopiperidine-1-carbonyl)-1-(2-fluoro-4-isopropylphenyl)-1H-pyrazole-5-yl)-2-fluorobenzonitrile